(2s,4r)-1-((S)-2-amino-3,3-dimethyl-butyryl)-4-hydroxy-N-(4-(4-methylthiazol-5-yl)benzyl)pyrrolidine-2-carboxamide N[C@H](C(=O)N1[C@@H](C[C@H](C1)O)C(=O)NCC1=CC=C(C=C1)C1=C(N=CS1)C)C(C)(C)C